10-(4,5-dimethoxy-2-methyl-3,6-dioxocyclohexa-1,4-dien-1-yl)decyl(4-(3-thioxo-3H-1,2-dithiol-5-yl)phenoxy)acetate COC=1C(C(=C(C(C1OC)=O)CCCCCCCCCCC(C(=O)[O-])OC1=CC=C(C=C1)C1=CC(SS1)=S)C)=O